CN(C(=O)[C@H]1CN(CC[C@@H]1NC(=O)C1=NOC(=C1)C1=C(C=C(C=C1)F)F)[C@@H]1C(CC1)(C)C)C (3S,4S)-4-{[5-(2,4-difluoro-phenyl)-isoxazole-3-carbonyl]-amino}-(1S)-1-(2,2-dimethyl-cyclobutyl)-piperidine-3-carboxylic acid dimethylamide